2-((3S,5R)-3,5-dimethylpiperazin-1-yl)-5-(trifluoromethyl)pyrimidine hydrochloride Cl.C[C@H]1CN(C[C@H](N1)C)C1=NC=C(C=N1)C(F)(F)F